C1(CCCC1)C1=NN(C(=C1)NC(=O)N[C@@H]1CN(C[C@H]1C1=CC=CC=C1)CCOC)C1=CC=CC=C1 1-(3-cyclopentyl-1-phenyl-1H-pyrazol-5-yl)-3-(trans-1-(2-methoxyethyl)-4-phenylpyrrolidin-3-yl)urea